1,3-bismaleimidyl-cyclohexane C1(C=CC(N1C1CC(CCC1)N1C(C=CC1=O)=O)=O)=O